[(S)-6,9-Difluoro-3-methyl-1,3,4,5-tetrahydropyrido[4,3-b]indol-2-yl]-[5-(trifluoromethyl)-1H-pyrazol-3-yl]methanone FC1=CC=C(C=2C3=C(NC12)C[C@@H](N(C3)C(=O)C3=NNC(=C3)C(F)(F)F)C)F